2-amino-3-(hydroxymethyl)-N-(2-(oxetane-3-yl)ethyl)-N-(6-(trifluoromethyl)-2,3-dihydrobenzofuran-3-yl)quinoline-6-carboxamide NC1=NC2=CC=C(C=C2C=C1CO)C(=O)N(C1COC2=C1C=CC(=C2)C(F)(F)F)CCC2COC2